C[N+]1(CCOCC1)C dimethyl-morpholinium